P(=O)(OCC([N+](C)(C)C)CCNC(=O)OCC=C)([O-])[O-] 2-(allyloxycarbonylamino)ethyl-2-(trimethylammonio)ethyl phosphate